5,7,4'-trihydroxy-8-methyldihydroflavone OC1=C2C(CC(OC2=C(C(=C1)O)C)C1=CC=C(C=C1)O)=O